5-cyclopropyloxy-2-fluorobenzonitrile C1(CC1)OC=1C=CC(=C(C#N)C1)F